C(C)C(C/C(/C(=O)O)=C/C(=O)O)CCCC.C(\C=C/C(=O)O)(=O)OCCCCCC(C)C Monoisooctyl maleate (Mono-2-ethylhexyl maleate)